4-(2,6-diphenylimidazo[1,2-a]pyridin-8-yl)benzenethiol C1(=CC=CC=C1)C=1N=C2N(C=C(C=C2C2=CC=C(C=C2)S)C2=CC=CC=C2)C1